C[C@@]12CC3(CC(C[C@](C1)(C3)C)(C2)CN2N=CC=C2C)OCCO 2-(((1s,3R,5S,7r)-3,5-dimethyl-7-((5-methyl-1H-pyrazol-1-yl)methyl)adamantan-1-yl)oxy)ethan-1-ol